1,6-Dibromo-dodecafluorohexane BrC(C(C(C(C(C(Br)(F)F)(F)F)(F)F)(F)F)(F)F)(F)F